OCCOC(N[C@H](C(=O)NC=1C(N(C=CC1)CC1=NC2=C(N1)C=CC=C2)=O)CC\C=C\C(=O)N)=O (S,E)-2-Hydroxyethyl(1-((1-((1H-benzo[d]imidazol-2-yl)methyl)-2-oxo-1,2-dihydropyridin-3-yl)amino)-7-amino-1,7-dioxohept-5-en-2-yl)carbamat